C1(=CC=C(C=C1)C1C(NC(CC1)=O)=O)C 3-(p-tolyl)piperidin-2,6-dione